(5-Amino-1-pentyl) 2,4-di-O-acetyl-6-deoxy-3-O-methyl-α-L-talopyranosyl-(1→3)-β-D-glucopyranosyl-(1→3)-2-O-acetyl-6-deoxy-α-L-talopyranosyl-(1→3)-β-D-glucopyranoside hydrochloride Cl.C(C)(=O)O[C@H]1[C@@H](O[C@H]([C@H]([C@H]1OC)OC(C)=O)C)O[C@@H]1[C@H]([C@@H](O[C@@H]([C@H]1O)CO)O[C@H]1[C@H]([C@@H](O[C@H]([C@H]1O)C)O[C@@H]1[C@H]([C@H](OCCCCCN)O[C@@H]([C@H]1O)CO)O)OC(C)=O)O